(S)-3-(4-(2-(5-((6,7-difluoro-4-(methylsulfonyl)-1H-indol-5-yl)oxy)-2-fluorophenyl)-1H-imidazol-4-yl)-4-methylchroman-8-yl)-2,2-dimethylpropanoic acid FC1=C(C(=C2C=CNC2=C1F)S(=O)(=O)C)OC=1C=CC(=C(C1)C=1NC=C(N1)[C@]1(CCOC2=C(C=CC=C12)CC(C(=O)O)(C)C)C)F